5-(2-aminopropoxy)-2-[[2-[2-oxo-3-(3-oxo-4H-pyrido[3,2-b][1,4]oxazin-6-yl)-1,3-oxazolidin-5-yl]ethylamino]methyl]-2,3-dihydro-1H-indene-4-carbonitrile NC(COC1=C(C=2CC(CC2C=C1)CNCCC1CN(C(O1)=O)C=1C=CC=2OCC(NC2N1)=O)C#N)C